S1C=NC2=C1C(=CC=C2)[C@@H](C=2N=NN(C2)C2(CCC2)C(=O)N)NC=2C=C1C(=C(C=NC1=C(C2)Cl)C#N)NCC(C)(C)C (S)-1-(4-(benzo[d]thiazol-7-yl((8-chloro-3-cyano-4-(neopentylamino)quinolin-6-yl)amino)methyl)-1H-1,2,3-triazol-1-yl)cyclobutane-1-carboxamide